(E)-N1-(3-(Dimethylamino)propyl)-N8-hydroxy-2-((naphthalin-1-yloxy)methyl)octendiamid CN(CCCNC(\C(=C\CCCCC(=O)NO)\COC1=CC=CC2=CC=CC=C12)=O)C